NC=1C=C(C=NC1)N1C(N(C(C=2C1=C(C(N(C2NC2=C(C=C(C=C2)I)F)C)=O)C)=O)C2CC2)=O 1-(5-aminopyridin-3-yl)-3-cyclopropyl-5-((2-fluoro-4-iodophenyl)amino)-6,8-dimethylpyrido[4,3-d]pyrimidine-2,4,7(1H,3H,6H)-trione